N-Acetylthiazolidine-4-carboxylic acid C(C)(=O)N1CSCC1C(=O)O